CC1=C(C=C(C=C1)C1=NN=C(N1)C1=CC=CC=C1)S(=O)(=O)N1CCOCC1 ((2-methyl-5-(5-phenyl-4H-1,2,4-triazol-3-yl)phenyl)sulfonyl)morpholine